iminomethyl-melamine N=CNC1=NC(=NC(=N1)N)N